1-propyl-3-methylimidazole methyl-triflate COS(=O)(=O)C(F)(F)F.C(CC)N1CN(C=C1)C